7-(1-hydroxyethyl)-2-methyl-2,5-dihydro-4H-pyrazolo[3,4-c]quinolin-4-one OC(C)C=1C=CC=2C=3C(C(NC2C1)=O)=NN(C3)C